[Si](C)(C)(C(C)(C)C)OCC=1C=C(OCC=2C=C(C=O)C=CC2)C=C(C1)F 3-((3-(((tert-butyldimethylsilyl)oxy)methyl)-5-fluorophenoxy)methyl)benzaldehyde